C(C)(=O)C1=CNC(C2=CC=CC=C12)=O 4-acetylisoquinolin-1(2H)-one